alpha-amino-4-pyridylalanine N[C@](NC1=CC=NC=C1)(C)C(=O)O